N-(1-phenylpiperidin-3-yl)-1-[5-(pyridin-4-yl)-1H-pyrazole-3-carbonyl]piperidine-4-carboxamide C1(=CC=CC=C1)N1CC(CCC1)NC(=O)C1CCN(CC1)C(=O)C1=NNC(=C1)C1=CC=NC=C1